(E)-N-(2-cyano-4-(8-(6-(difluoromethyl)-1-methyl-1H-benzo[d]imidazol-5-yl)indolizine-3-carbonyl)phenyl)-4-(((1r,4r)-4-methoxycyclohexyl)amino)but-2-enamide C(#N)C1=C(C=CC(=C1)C(=O)C1=CC=C2C(=CC=CN12)C1=CC2=C(N(C=N2)C)C=C1C(F)F)NC(\C=C\CNC1CCC(CC1)OC)=O